C(C)OC1=NC=CC=C1CC(F)(F)F ethoxy-3-(2,2,2-trifluoroethyl)pyridin